NC=1C(=C(C=C2C=C(N=CC12)NC(O[C@H]1CN(CCC1)C)=O)C1=C(C2=C(OCCN2)N=C1)C)F (R)-1-Methylpiperidin-3-yl (8-amino-7-fluoro-6-(8-methyl-2,3-dihydro-1H-pyrido[2,3-b][1,4]oxazin-7-yl)isoquinolin-3-yl)carbamate